S(=O)(=O)(OC[C@@H]1CO1)C1=CC=C([N+](=O)[O-])C=C1 (S)-Glycidyl nosylate